(S)-4-((5-fluoro-4-(2,2,5-trimethylmorpholino)pyrimidin-2-yl)amino)-N-(1-methylazetidin-3-yl)benzenesulfonamide FC=1C(=NC(=NC1)NC1=CC=C(C=C1)S(=O)(=O)NC1CN(C1)C)N1CC(OC[C@@H]1C)(C)C